1-(3-((4-((5-Cyclopropyl-3-(2,6-dichlorophenyl)isoxazol-4-yl)methoxy)bicyclo[2.2.2]octan-1-yl)(hydroxy)methyl)phenyl)cyclopropan C1(CC1)C1=C(C(=NO1)C1=C(C=CC=C1Cl)Cl)COC12CCC(CC1)(CC2)C(C=2C=C(C=CC2)C2CC2)O